4-[3-(1H-imidazol-4-yl)-2-[3-(trifluoromethyl)-1H-1,2,4-triazol-5-yl]imidazo[1,2-a]pyrimidin-7-yl]morpholine N1C=NC(=C1)C1=C(N=C2N1C=CC(=N2)N2CCOCC2)C2=NC(=NN2)C(F)(F)F